N-[(3R)-1-ethyl-3-piperidyl]-6-fluoro-5-[2-methoxy-4-(trifluoromethyl)-phenyl]-3H-imidazo[4,5-b]pyridin-2-amine C(C)N1C[C@@H](CCC1)NC1=NC=2C(=NC(=C(C2)F)C2=C(C=C(C=C2)C(F)(F)F)OC)N1